3-((3-(5-(2-acetamidopyridin-4-yl)-2-(methylthio)-1-((2-(trimethylsilyl)ethoxy)methyl)-1H-imidazol-4-yl)phenyl)carbamoyl)-2-((1-oxoisoindolin-2-yl)methyl)phenyl acetate C(C)(=O)OC1=C(C(=CC=C1)C(NC1=CC(=CC=C1)C=1N=C(N(C1C1=CC(=NC=C1)NC(C)=O)COCC[Si](C)(C)C)SC)=O)CN1C(C2=CC=CC=C2C1)=O